(S)-Ethyl 2'-((5-((1-(4-bromophenyl)ethyl)carbamoyl)-2,3-dimethyl-1H-indol-1-yl)methyl)-[1,1'-biphenyl]-4-carboxylate BrC1=CC=C(C=C1)[C@H](C)NC(=O)C=1C=C2C(=C(N(C2=CC1)CC1=C(C=CC=C1)C1=CC=C(C=C1)C(=O)OCC)C)C